N-phenyl-N',N'-dibutyl-urea C1(=CC=CC=C1)NC(=O)N(CCCC)CCCC